ClC=1C=C(C=CC1C(=O)N1CCC(CC1)CN1C(CNCC1)=O)NC(=O)C=1N(C(=CN1)C=1C(=NN(C1)C1=NC=C(C=C1)[N+](=O)[O-])C(F)(F)F)C N-[3-chloro-4-[4-[(2-oxopiperazin-1-yl)methyl]piperidine-1-carbonyl]phenyl]-1-methyl-5-[1-(5-nitro-2-pyridyl)-3-(trifluoromethyl)pyrazol-4-yl]imidazole-2-carboxamide